[Si](C)(C)(C(C)(C)C)OC(CN(CCCCNC(CC(CC(=O)NCCCCN(CC(CCCCCCCCCC)O[Si](C)(C)C(C)(C)C)CC(CCCCCCCCCC)O[Si](C)(C)C(C)(C)C)(C)O)=O)CC(CCCCCCCCCC)O[Si](C)(C)C(C)(C)C)CCCCCCCCCC N1,N5-bis(4-(bis(2-((tert-butyldimethylsilyl)oxy)dodecyl)amino)butyl)-3-hydroxy-3-methylpentanediamide